[Cl-].C(C)[N+]=1CC(C2=CC(C=CC12)=S(=O)=O)(C)C 1-ethyl-3,3-dimethyl-5-sulfonyl-3H-indol-1-ium chloride